N[C@@H](CCC(N)=O)C(=O)O.C(C)(=O)C1=C(C=C(C=C1)Cl)C=1C(=NN(C(C1)=O)[C@H](C(=O)NC1=CC=C(C(=O)O)C=C1)CC1=CC=CC=C1)OC (S)-4-(2-(4-(2-acetyl-5-chlorophenyl)-3-methoxy-6-oxopyridazin-1(6H)-yl)-3-phenylpropionamido)benzoic acid Glutamine salt